C(C)N(C(C(=C)C#N)=O)CC N,N-diethylcyanoacrylamide